COC=1C=C(C=CC1OC)C=1NC2=CC=C(C=C2C1C)C1CCN(CC1)C1CCN(CCC1)C 2-(3,4-dimethoxyphenyl)-3-methyl-5-(1-(1-methylazepan-4-yl)piperidin-4-yl)-1H-indole